BrCCC(=O)C1=CN=C(N1)C 3-bromo-1-(2-methyl-1H-imidazol-5-yl)propan-1-one